NC=1C2=C(N=CN1)N(C(=C2C=2C=NC(=CC2)OC2CCC2)C2=CCC1(CCN(CC1)C(C=C)=O)CC2)C 1-(9-(4-amino-5-(6-cyclobutoxypyridin-3-yl)-7-methyl-7H-pyrrolo[2,3-d]pyrimidin-6-yl)-3-azaspiro[5.5]undec-8-en-3-yl)prop-2-en-1-one